3-methyl-5-((3-phenethyl-3-(tetrahydrofuran-2-yl)pyrrolidin-1-yl)methyl)pyridine CC=1C=NC=C(C1)CN1CC(CC1)(C1OCCC1)CCC1=CC=CC=C1